ethyl 5-(3-chlorobenzyl)-3-((5-isopropylisoxazole-3-carboxamido)methyl)-4,5-dihydroisoxazole-5-carboxylate ClC=1C=C(CC2(CC(=NO2)CNC(=O)C2=NOC(=C2)C(C)C)C(=O)OCC)C=CC1